[Si](C1=CC=CC=C1)(C1=CC=CC=C1)(C(C)(C)C)OCCC(CNC(OCC1=CC=CC=C1)=O)O Benzyl (4-((tert-butyldiphenylsilyl)oxy)-2-hydroxybutyl)carbamate